2-methyl-5-nitroimidazole-1-ethanol CC=1N(C(=CN1)[N+](=O)[O-])CCO